Cis-6-Bromo-3-(4-(3-methyl-5-(1H-pyrazol-4-yl)piperazin-1-yl)pyrimidin-2-yl)imidazo[1,2-a]pyrazine BrC=1N=CC=2N(C1)C(=CN2)C2=NC=CC(=N2)N2C[C@H](N[C@H](C2)C=2C=NNC2)C